FC=1C=CC(=NC1)C(CC(=O)NC1(CC1)C1=CC(=CC=C1)OCC(F)(F)F)(C)O 3-(5-fluoropyridin-2-yl)-3-hydroxy-N-(1-(3-(2,2,2-trifluoroethoxy)phenyl)cyclopropyl)butanamide